1,5-Bis[[tert-butyl(dimethyl)silyl]oxymethyl]-2,4-dichloro-8-oxabicyclo[3.2.1]oct-6-en-3-one [Si](C)(C)(C(C)(C)C)OCC12C(C(C(C(C=C1)(O2)CO[Si](C)(C)C(C)(C)C)Cl)=O)Cl